FC(S(=O)(=O)O)(F)F.CN1CC2=C(C=CC=C2C=C1C1=CC(=C(C=C1)OC)OC)OC 2-methyl-3-(3,4-dimethoxyphenyl)-8-methoxyisoquinoline trifluoromethanesulfonate